3-(4-chlorophenyl)-2-phenylpyridine ClC1=CC=C(C=C1)C=1C(=NC=CC1)C1=CC=CC=C1